S1C2=C(C=C1C1C(C(OC1C1=C(C=CC=C1)Cl)=O)=C)C=CC=C2 4-(benzo[b]thiophen-2-yl)-5-(2-chlorophenyl)-3-methylenedihydrofuran-2(3H)-one